NCCCN1CCNCC1 1-(3-aminopropyl)-piperazine